2-(4-methoxyphenyl)-1-methyl-5-(pyridin-3-yl)-7-(trifluoromethyl)-1,5-dihydro-4H-imidazo[4,5-c][1,8]naphthyridin-4-one COC1=CC=C(C=C1)C=1N(C2=C(C(N(C=3N=C(C=CC23)C(F)(F)F)C=2C=NC=CC2)=O)N1)C